The molecule is an organophosphate oxoanion obtained by deprotonation of the phosphate OH groups of prenyl-FMNH2; major species at pH 7.3. It is a conjugate base of a prenyl-FMNH2. CC1=CC2=C3C(=C1C)C(CCN3C4C(=O)NC(=O)N=C4N2C[C@@H]([C@@H]([C@@H](COP(=O)([O-])[O-])O)O)O)(C)C